5-(2-chloropyrimidin-4-yl)-3a-methylhexahydropyrrolo[3,4-c]pyrrol-2(1H)-carboxylic acid tert-butyl ester C(C)(C)(C)OC(=O)N1CC2CN(CC2(C1)C)C1=NC(=NC=C1)Cl